BrC1=CC=C(C(=O)S(C)(C)(=C)Br)C=C1 4-(bromo)benzoylmethylidenedimethyl-sulfur bromide